4-benzyloxy-6-fluoro-pyridine-2-sulfonamide C(C1=CC=CC=C1)OC1=CC(=NC(=C1)F)S(=O)(=O)N